N2-(cyclopropylmethyl)-6-(6-(trifluoromethyl)pyrazin-2-yl)-N4-(2-(trifluoromethyl)pyridin-4-yl)-1,3,5-triazine-2,4-diamine C1(CC1)CNC1=NC(=NC(=N1)NC1=CC(=NC=C1)C(F)(F)F)C1=NC(=CN=C1)C(F)(F)F